ClC1=C(C=C(C=C1)C(F)(F)F)C=1CCCC2=C(C1C1=CC=C(C=C1)C=C1CN(C1)CCCF)C=CC(=C2)C(=O)O 8-(2-chloro-5-(trifluoromethyl)phenyl)-9-(4-((1-(3-fluoropropyl)azetidin-3-ylidene)methyl)phenyl)-6,7-dihydro-5H-benzo[7]annulene-3-carboxylic acid